2-(2-{[(1H-1,3-benzodiazol-2-yl)methyl]amino}ethyl)-N-[(3-fluoropyridin-2-yl)methyl]-[1,3]thiazolo[5,4-d]pyrimidin-7-amine N1C(=NC2=C1C=CC=C2)CNCCC=2SC=1N=CN=C(C1N2)NCC2=NC=CC=C2F